dioxo-1,4,5,6,7,11-hexahydro-3H-2,7-methanopyrido[1,2-a][1,4]diazonine-10-carboxamide O=C1N2C(C=3N(C(CCC1)C2)C=C(CC3)C(=O)N)=O